silyloxydiphenylmethane [SiH3]OC(C1=CC=CC=C1)C1=CC=CC=C1